(2,4-difluorophenyl)(1-(3-fluorophenyl)piperidin-4-yl)methanone potassium peroxomonosulfate S(=O)(=O)(O[O-])[O-].[K+].FC1=C(C=CC(=C1)F)C(=O)C1CCN(CC1)C1=CC(=CC=C1)F.[K+]